5-nitro-[1,1-biphenyl]-4-ol [N+](=O)([O-])C=1C(=CC=C(C1)C1=CC=CC=C1)O